CC(C(=O)OC(C(C)(C)C)=O)CC pivaloyl methylbutyrate